BrCC1=C(C(=CC=C1)F)F 1-(Bromomethyl)-2,3-difluorobenzene